tert-butyl (2S,5S)-5-(((tert-butyldiphenylsilyl)oxy)methyl)-2-((2-(5-fluoroisoquinolin-1-yl)propan-2-yl)carbamoyl)morpholine-4-carboxylate [Si](C1=CC=CC=C1)(C1=CC=CC=C1)(C(C)(C)C)OC[C@@H]1CO[C@@H](CN1C(=O)OC(C)(C)C)C(NC(C)(C)C1=NC=CC2=C(C=CC=C12)F)=O